CC12CC(C1)(C2)C2=NOC(=C2)N 3-(3-Methyl-1-bicyclo[1.1.1]pentanyl)isoxazol-5-amine